trinitroguanidine nitrate [N+](=O)(O)[O-].[N+](=O)([O-])N=C(N([N+](=O)[O-])[N+](=O)[O-])N